4'-bromo-10,10-bis(methyl-d3)-10H-spiro(anthracene-9,9'-fluorene) BrC1=CC=CC=2C3(C4=CC=CC=C4C12)C1=CC=CC=C1C(C=1C=CC=CC13)(C([2H])([2H])[2H])C([2H])([2H])[2H]